2-(1-(5-(difluoromethoxy)-7-methyl-1H-indol-4-yl)ethyl)-3-hydroxy-2H-indazole-5-carbonitrile FC(OC=1C(=C2C=CNC2=C(C1)C)C(C)N1N=C2C=CC(=CC2=C1O)C#N)F